(2S)-3-{3-[(Pyridin-2-yl)amino]phenyl}-2-[(3R)-pyrrolidin-3-yl]propanoic acid hydrochloride Cl.N1=C(C=CC=C1)NC=1C=C(C=CC1)C[C@H](C(=O)O)[C@@H]1CNCC1